C(C1=CC=CC=C1)OC=1C(=C(NC2=CC(=C(C=C2)F)C)C=CC1)C#CCCO[Si](C)(C)C(C)(C)C 3-(benzyloxy)-2-(4-((tert-butyldimethylsilyl)oxy)but-1-yn-1-yl)-N-(4-fluoro-3-methylphenyl)aniline